2-(4-hydroxypiperidin-1-yl)propanamide OC1CCN(CC1)C(C(=O)N)C